{1-[4-amino-6-carbamoyl-5-(3-fluorophenyl)pyrimidin-2-yl]-4-methylpiperidin-4-yl}carbamic acid tert-butyl ester C(C)(C)(C)OC(NC1(CCN(CC1)C1=NC(=C(C(=N1)N)C1=CC(=CC=C1)F)C(N)=O)C)=O